CCCCCCCCCCCCCCCC(=O)O[C@H](COC(=O)CCCCCCC/C=C\\CCCCCCCC)COP(=O)([O-])OC[C@H](CO)O The molecule is a 1,2-diacyl-sn-glycero-3-phospho-(1'-sn-glycerol)(1-) in which the 1- and 2-acyl groups are specified as (9Z)-octadec-9-enoyl (oleoyl) and hexadecanoyl (palmitoyl) respectively; major species at pH 7.3. It is a conjugate base of a 1-[(9Z)-octadec-9-enoyl]-2-hexadecanoyl-sn-glycero-3-phospho-(1'-sn-glycerol).